C1(CCCCCC1)N1CCN(CC1)C(=O)O[C@H]1/C=C/[C@@H]([C@H](OC(C[C@H](CC[C@]1(C)O)O)=O)\C(\C)=C\C=C\C=C\[C@H](C)C1=NC=CC=C1)C [(2S,3S,4E,6S,7S,10S)-7,10-dihydroxy-3,7-dimethyl-12-oxo-2-[(2E,4E,6E,8S)-8-pyridin-2-ylnona-2,4,6-trien-2-yl]-1-oxacyclododec-4-en-6-yl] 4-cycloheptylpiperazine-1-carboxylate